thieno[2,3-b]pyrazine-6-carboxamide N1=C2C(=NC=C1)SC(=C2)C(=O)N